N[C@H](C(=O)NC1=CC(=C(C=C1)C=1C(=NC=CC1C)C)F)C1CCC(CC1)C(F)(F)F (2S)-2-amino-N-(4-(2,4-dimethylpyridin-3-yl)-3-fluorophenyl)-2-((1r,4S)-4-(trifluoromethyl)cyclohexyl)acetamide